C(C)(C)(C)OC(COCCN1CCN(CC1)C1=NC=C(C(=O)OC)C=C1)=O methyl 6-(4-(2-(2-(tert-butoxy)-2-oxoethoxy)ethyl)piperazin-1-yl)nicotinate